ClC=1C=C(C=C(C1)NS(=O)(=O)C)NC(=O)C1=CN(C(=C1)C)C1=NC=C(C=N1)N1CC(C1)C(F)(F)F N-(3-chloro-5-(methylsulfonamido)phenyl)-5-methyl-1-(5-(3-(trifluoromethyl)azetidin-1-yl)pyrimidin-2-yl)-1H-pyrrole-3-carboxamide